4-((1H-pyrazol-1-yl)methyl)-N-((5-(2-hydroxypropan-2-yl)-2-methoxyphenyl)sulfonyl)-3-methoxybenzamide N1(N=CC=C1)CC1=C(C=C(C(=O)NS(=O)(=O)C2=C(C=CC(=C2)C(C)(C)O)OC)C=C1)OC